C(C1=CC=CC=C1)N1C2=C(OCC1)C=CC(=C2)C(CC=C)NS(=O)C(C)(C)C N-(1-(4-Benzyl-3,4-dihydro-2H-benzo[b][1,4]oxazin-6-yl)but-3-en-1-yl)-2-methylpropane-2-sulfinamide